CN1N=CC2=CC(=CC=C12)C=1C=C(C(=O)NC=2N(C=C(N2)CCCCCC(N2CCCCC2)=O)C2=CC=CC=C2)C=CC1 3-(1-methyl-1H-indazol-5-yl)-N-(4-(6-oxo-6-(piperidin-1-yl)hexyl)-1-phenyl-1H-imidazol-2-yl)benzamide